ClC1=C(C(=O)N(C)C)C=C(C=C1)CC=1SC(=NN1)C1=C(N=C2N1C=CC=C2)C2=CC=C(C=C2)Cl 2-Chloro-5-((5-(2-(4-chlorophenyl)imidazo[1,2-a]pyridin-3-yl)-1,3,4-thiadiazol-2-yl)methyl)-N,N-dimethylbenzamid